2-naphthylsulfinic acid C1=C(C=CC2=CC=CC=C12)S(=O)O